BrC=1C(N(C(=CC1OCC1=C(C=C(C=C1)F)F)C)CC=1C=C(CNC(C(C)(C)O)=O)C=CC1)=O N-(3-{[3-bromo-4-[(2,4-difluorobenzyl)oxy]-6-methyl-2-oxopyridin-1(2H)-yl]methyl}benzyl)-2-hydroxy-2-methylpropanamide